N[C@]1(CS(C=C1)(=O)=O)C (3R)-3-amino-3-methyl-2,3-dihydrothiophene-1,1-dioxide